O=C1N(CC2=CC(=CC=C12)C1NCCSC1)C1C(NC(CC1)=O)=O 3-(1-oxo-5-(thiomorpholin-3-yl)isoindolin-2-yl)piperidine-2,6-dione